C(C)OC(CCC)=O.[In+3] indium(III) ethylbutyrate